6-((3R,4R)-4-(3,4-dihydroisoquinolin-2(1H)-yl)-3-hydroxypiperidine-1-carbonyl)pyrimidine C1N(CCC2=CC=CC=C12)[C@H]1[C@@H](CN(CC1)C(=O)C1=CC=NC=N1)O